2-amino-4-(butylamino)-6-(4-(4-methylpiperazin-1-yl)benzyl)pyrido[4,3-d]pyrimidine NC=1N=C(C2=C(N1)C=CN(C2)CC2=CC=C(C=C2)N2CCN(CC2)C)NCCCC